BrC1=C(C=C(C(=C1)F)F)[N+](=O)[O-] 1-Bromo-4,5-difluoro-2-nitrobenzene